allyloxynonyl-phenoxypropanol C(C=C)OCCCCCCCCCC(CC)(O)OC1=CC=CC=C1